C1CCCC2=CC=CC=C12 rac-1,2,3,4-tetrahydronaphthalen